BrC=1C=C2C3=C(NC2=CC1)C(NCC3)C3=CC=C(C#N)C=C3 4-(6-bromo-2,3,4,9-tetrahydro-1H-pyrido[3,4-b]indol-1-yl)benzonitrile